2-chloro-N-(4-((3-chloro-2-fluorophenyl)-amino)-7-(((1R,5S)-3-methyl-3-azabicyclo[3.1.0]hexan-1-yl)ethynyl)quinazolin-6-yl)-2-fluoroacetamide ClC(C(=O)NC=1C=C2C(=NC=NC2=CC1C#C[C@@]12CN(C[C@H]2C1)C)NC1=C(C(=CC=C1)Cl)F)F